C(C)OC=1C=2N(C=C(N1)C(=O)NC=1C(=NC=CC1)OC)C=C(N2)C2CCOCC2 8-ethoxy-N-(2-methoxy-3-pyridyl)-2-tetrahydropyran-4-yl-imidazo[1,2-a]pyrazine-6-carboxamide